(R)-N'-((3,3-dimethyl-1,2,3,5,6,7-hexahydro-dicyclopenta[b,e]pyridin-8-yl)carbamoyl)-4-(2-hydroxypropan-2-yl)thiophene-2-sulfonimidamide CC1(CCC=2C1=NC1=C(C2NC(=O)N=[S@](=O)(N)C=2SC=C(C2)C(C)(C)O)CCC1)C